bromoisochroman-4-one BrC1OCC(C2=CC=CC=C12)=O